NC1=NC=NN2C1=C(C=C2C=2C=CC(=C(C(=O)NCCC(C)C1=CC=CC=C1)C2)F)C(F)(F)F 5-[4-amino-5-(trifluoromethyl)pyrrolo[2,1-f][1,2,4]triazin-7-yl]-2-fluoro-N-(3-phenylbutyl)benzamide